3-Hydroxy-naphthalene-2-carboxylic acid (3,4-dihydroxy-benzylidene)-hydrazide OC=1C=C(C=NNC(=O)C2=CC3=CC=CC=C3C=C2O)C=CC1O